C(C)OC(=O)C=1C=C(NC1)C1=C(C=CC=C1)C(F)(F)F (2-(trifluoromethyl)phenyl)Azole-4-carboxylic acid ethyl ester